C([O-])(O)=O.Cl[NH3+] chloroammonium bicarbonate salt